C(C)(C)(C)OC(CN1C(CN(CC1)C(CCNC(=O)OCC1=CC=CC=C1)=O)COC(C)=O)=O (acetoxymethyl)-4-(N-Cbz-beta-alanyl)-1-piperazineacetic acid tert-butyl ester